FC1=CC(=C(C=C1)C1=NC=CC2=C1CN(C2=O)C=2C=NN(C2)CC(C)C)OCC(F)(F)F 4-[4-fluoro-2-(2,2,2-trifluoroethoxy)phenyl]-2-[1-(2-methylpropyl)-1H-pyrazol-4-yl]-2,3-dihydro-1H-pyrrolo[3,4-c]pyridin-1-one